C(C1=CC=CC=C1)(=O)OC[C@H]1O[C@@]([C@H]2[C@@H]1OC(O2)(C)C)(CO)N2C(NC(C=C2)=O)=O [(3aR,4R,6R,6aR)-4-(2,4-dioxopyrimidin-1-yl)-4-(hydroxymethyl)-2,2-dimethyl-6,6a-dihydro-3aH-furo[3,4-d][1,3]dioxol-6-yl]methyl benzoate